Dioxacyclopenten-2-one C=1C(OOC1)=O